3-[3-ethyl-2-methyl-4-(7H-pyrrolo[2,3-d]pyrimidin-4-yloxy)phenyl]-1-[5-(trifluoromethyl)-3-pyridinyl]-2,4-imidazolidinedione C(C)C=1C(=C(C=CC1OC=1C2=C(N=CN1)NC=C2)N2C(N(CC2=O)C=2C=NC=C(C2)C(F)(F)F)=O)C